Cl.Cl.CNNC 1,2-Dimethylhydrazine dihydrochloride